N1=C(C(=NC(=C1C#N)C#N)C#N)C#N 2,3,5,6-pyrazinetetra-nitrile